1-(2-(thieno[3,2-d]pyrimidine-4-carbonyl)-2-azaspiro[3.3]heptan-6-yl)-3-(3-(trifluoromethyl)phenyl)urea N1=CN=C(C2=C1C=CS2)C(=O)N2CC1(C2)CC(C1)NC(=O)NC1=CC(=CC=C1)C(F)(F)F